C1(=CC=CC=C1)C=1NOC(C1)=O 3-phenyl-5-isoxazolone